BrC1=CC(=NC=C1)NC(C1=NC(=CC=C1)C=1C=NN(C1)C)=O N-(4-bromopyridin-2-yl)-6-(1-methyl-1H-pyrazol-4-yl)picolinamide